2,8,11,20,25,27-hexaazatriacontane-7,24,28,30-tetracarboxylic acid CNCCCCC(NCCNCCCCCCCCNCCCC(NCNC(CCC(=O)O)C(=O)O)C(=O)O)C(=O)O